ClC1=C(C=CC(=C1)F)C1=NN(C=C1C1=CC=NC=C1)C 4-(3-(2-chloro-4-fluorophenyl)-1-methyl-1H-pyrazol-4-yl)pyridine